OCCOCCO di(β-hydroxyethyl)ether